2-(4-hydroxy-1H-indol-3-yl)ethyl-trimethylazanium OC1=C2C(=CNC2=CC=C1)CC[N+](C)(C)C